C(C)C(CN([C@@H](C)C(=O)[O-])P(=O)(OC1=CC=CC=C1)OC[C@H]1O[C@@]([C@@H]([C@@H]1O)O)(C#N)C1=CC=C2C(=NC=NN21)N)CC 2-ethylbutyl((((2R,3S,4R,5R)-5-(4-aminopyrrolo[2,1-f][1,2,4]triazin-7-yl)-5-cyano-3,4-dihydroxytetrahydrofuran-2-yl)methoxy)(phenoxy)phosphoryl)-L-alaninate